C(C1=CC=CC=C1)OC1=C(C=CC(=C1)OC)C1(C(C=2C(=C3C=CC(OC3=CC2)(C)C)OC1)=O)O 3-(2-(benzyloxy)-4-methoxyphenyl)-3-hydroxy-8,8-dimethyl-2,3-dihydropyrano[2,3-f]chromen-4(8H)-one